(3E)-6,6-diethoxy-3-hexen-1-ol C(C)OC(C/C=C/CCO)OCC